N-(4-((4-(6-Aminohexyl)piperazin-1-yl)methyl)-3-(trifluoromethyl)phenyl)-3-(imidazo[1,2-b]pyridazin-3-ylethynyl)-4-methylbenzamide NCCCCCCN1CCN(CC1)CC1=C(C=C(C=C1)NC(C1=CC(=C(C=C1)C)C#CC1=CN=C2N1N=CC=C2)=O)C(F)(F)F